CC1=C2COC(C2=CC=C1[C@H]1N[C@H](CN(C1)CC1=NN(C=N1)C(C1=CC=CC=C1)(C1=CC=CC=C1)C1=CC=CC=C1)C)=O 4-methyl-5-((2r,6s)-6-methyl-4-((1-trityl-1H-1,2,4-triazol-3-yl)methyl)piperazin-2-yl)isobenzofuran-1(3H)-one